CN(CC(=O)O)C Dimethyl-glycine